O=C([C@H](CCC(NCCO[C@H]1[C@@H](O)[C@H](O)[C@H](O)[C@@H](O1)C)=O)NC(OCC1=CC=CC=C1)=O)NCCO[C@H]1[C@@H](O)[C@H](O)[C@H](O)[C@@H](O1)C benzyl (S)-[1,5-dioxo-1,5-bis({2-[(α-L-fucopyranosyl)oxy] ethyl}amino)pentan-2-yl]carbamate